The molecule is an organic cation obtained by protonation of the secondary amino function of methamphetamine. It is a conjugate acid of a methamphetamine. C[C@@H](CC1=CC=CC=C1)[NH2+]C